10-(1-(2,6-Dioxopiperidin-3-yl)-3-methyl-2-oxo-2,3-dihydro-1H-benzo[d]imidazol-4-yl)decanoic acid O=C1NC(CCC1N1C(N(C2=C1C=CC=C2CCCCCCCCCC(=O)O)C)=O)=O